dicyclohexyl(2',6'-dimethoxy-[1,1'-biphenyl]-2-yl)phosphane ethyl-2-formyl-4-methyl-1-((2-(trimethylsilyl)ethoxy)methyl)-1H-pyrrole-3-carboxylate C(C)OC(=O)C1=C(N(C=C1C)COCC[Si](C)(C)C)C=O.C1(CCCCC1)P(C1=C(C=CC=C1)C1=C(C=CC=C1OC)OC)C1CCCCC1